3-Methylpyridinium tetrafluoroborate F[B-](F)(F)F.CC=1C=[NH+]C=CC1